ClC=1N=NC2=CC(=CC=C2C1)C1=C(C=CC(=N1)C#N)C=1C=NN(C1)CC(C)(C)C 6-(3-Chlorocinnolin-7-yl)-5-[1-(2,2-dimethylpropyl)-1H-pyrazol-4-yl]pyridin-2-carbonitril